CN(C(=O)C1(CC(C1)NC=1N=CC2=C(N1)NC=C2C=2C=CC1=C(N(N=N1)C)C2)C)C (1s,3s)-N,N,1-trimethyl-3-((5-(1-methyl-1H-benzo[d][1,2,3]triazol-6-yl)-7H-pyrrolo[2,3-d]pyrimidin-2-yl)amino)cyclobutane-1-carboxamide